ClC=1C(=C(OC2=NC=NC3=CC=C(C=C23)C2CN(C2)C(=O)OC(C)(C)C)C=CC1F)F tert-butyl 3-[4-(3-chloro-2,4-difluoro-phenoxy)quinazolin-6-yl]azetidine-1-carboxylate